3-methoxy-N-(4-phenoxy-6-phenyl-pyrimidin-2-yl)benzenesulfonamide COC=1C=C(C=CC1)S(=O)(=O)NC1=NC(=CC(=N1)OC1=CC=CC=C1)C1=CC=CC=C1